C(C1=CC=CC=C1)(=O)O[C@@H](C(=O)O)[C@H](C(=O)O)OC(C1=CC=CC=C1)=O.[C@H]12[C@@H](C[C@H](CC1)N2)NC(OC(C)(C)C)=O tert-butyl ((1R,2R,4S)-7-azabicyclo[2.2.1]heptan-2-yl)carbamate (2R,3R)-2,3-bis(benzoyloxy)succinate